ClC1=CC=C2C(=N1)N=C(O2)NC2CC(CCC2)O 3-[(5-chlorooxazolo[4,5-b]pyridin-2-yl)amino]cyclohexanol